(1S)-1-(3-((tetrahydrofuran-3-yl)oxy)phenyl)ethanamine hydrochloride Cl.O1CC(CC1)OC=1C=C(C=CC1)[C@H](C)N